C1=CC=CC=2C3=CC=CC=C3C(C12)COC(=O)N[C@H](C(=O)O)CC1=CC(=CC(=C1)I)F (2S)-2-(9H-fluoren-9-ylmethoxycarbonylamino)-3-(3-Fluoro-5-iodophenyl)propanoic acid